(3R,4S,5R)-2-[(6-amino-5-nitropyrimidin-4-yl)amino]-5-(hydroxymethyl)oxolane-3,4-diol NC1=C(C(=NC=N1)NC1O[C@@H]([C@H]([C@H]1O)O)CO)[N+](=O)[O-]